[2H][NH-].[Na+] sodium deuterioamide